FC1=CC=C(C=C1)N(C1=NC=CC=C1)C 2-[(4-Fluoro-phenyl)-methyl-amino]-pyridin